[Si]([O-])([O-])([O-])O[O-] peroxysilicate